6-fluoro-4-[(8R or S)-8-methyl-3-(trifluoromethyl)-7,8-dihydro-5H-1,6-naphthyridin-6-yl]quinazoline FC=1C=C2C(=NC=NC2=CC1)N1CC=2C=C(C=NC2[C@@H](C1)C)C(F)(F)F |o1:19|